(3S,4S)-4-((R)-5H-imidazo[5,1-a]isoindol-5-yl)-1-(methylsulfonyl)piperidin-3-ol C=1N=CN2C1C1=CC=CC=C1[C@H]2[C@H]2[C@@H](CN(CC2)S(=O)(=O)C)O